3-(5-(4-((5-cyclopropyl-3-(2,6-dichlorophenyl)isoxazol-4-yl)methoxy)piperidin-1-yl)thiophen-3-yl)-1,2,4-oxadiazol-5(4H)-one C1(CC1)C1=C(C(=NO1)C1=C(C=CC=C1Cl)Cl)COC1CCN(CC1)C1=CC(=CS1)C1=NOC(N1)=O